ClC1=NC=C(C2=C1SC1=C2C=CC(=C1)CC(C)(C)C)[Si](C)(C)C 1-chloro-7-neopentyl-4-(trimethylsilyl)benzo[4,5]thieno[2,3-c]pyridine